FC1=CC=C(C=C1)CNC(=O)C1=CC(=CS1)B(O)O (5-{[(4-fluorophenyl)methyl]carbamoyl}thiophen-3-yl)boronic acid